ClC1=C(C(=C(C=C1OC)OC)Cl)C=1NC(C2=C(N1)C=NC(=C2)NC2=C(C=CC=C2C)NC(C=C)=O)=O N-(2-((2-(2,6-dichloro-3,5-dimethoxyphenyl)-4-oxo-3,4-dihydropyrido[3,4-d]pyrimidin-6-yl)amino)-3-methyl-phenyl)acrylamide